6-(3,5-difluoroanilino)-N-(1-ethylcyclobutyl)-3-methoxy-pyridine-2-carboxamide FC=1C=C(NC2=CC=C(C(=N2)C(=O)NC2(CCC2)CC)OC)C=C(C1)F